F[C@@H]1C[C@@]2(CCCN2C1)COC=1N=C(C2=C(N1)C(=C(N=C2)C2=CC(=CC1=CC=C(C(=C21)C#C)F)O)F)N2CC1CCC(C2)C1O 3-(2-{[(2R,7aS)-2-fluoro-hexahydro-1H-pyrrolizin-7a-yl]methoxy}-7-(8-ethynyl-7-fluoro-3-hydroxynaphthalen-1-yl)-8-fluoropyrido[4,3-d]pyrimidin-4-yl)-3-azabicyclo[3.2.1]octan-8-ol